4-morpholino-2-(p-nitrophenyl)-1H-1,3,5-triazaindene O1CCN(CC1)C1=C2N=C(NC2=CC=N1)C1=CC=C(C=C1)[N+](=O)[O-]